(2S)-2-amino-3-(4-(4-(1-(5-chloro-[1,1'-biphenyl]-2-yl)-2,2,2-trifluoroethoxy)thieno[3,2-d]pyrimidine-7-yl)phenyl)propionic acid hydrochloride Cl.N[C@H](C(=O)O)CC1=CC=C(C=C1)C1=CSC2=C1N=CN=C2OC(C(F)(F)F)C2=C(C=C(C=C2)Cl)C2=CC=CC=C2